ClC=1C(=CN=NC1NN)N1CCN(CC1)C(=O)OC(C)(C)C tert-butyl 4-(5-chloro-6-hydrazinylpyridazin-4-yl)piperazine-1-carboxylate